C1(=CC=CC=C1)[C@@H](C)NC1=C(C=CC=2OC3=C(C21)CCCC3)C3=CC=C2CNC(C2=C3)=O 6-((((R)-1-phenylethyl)amino)-6,7,8,9-tetrahydrodibenzo[b,d]furan-2-yl)isoindolin-1-one